COCC=1SC(=CN1)C=O (methoxymethyl)thiazole-5-carbaldehyde